C1(CC1)C1(C=CNN1)NC1=CC2=C(C(=NO2)NS(=O)(=O)C2=C(C=C(C=C2OC)[C@H]2N(CCC2)C)OC)C=C1OC N-{6-[(5-cyclopropyl-1H-pyrazol-5-yl)amino]-5-methoxy-1,2-benzoxazol-3-yl}-2,6-dimethoxy-4-[(2S)-1-methylpyrrolidin-2-yl]benzene-1-sulfonamide